C(C1=CC=CC=C1)N1S(C(C(C2=C1C(=CC=C2)C)=O)C2=CC=CC=C2)(=O)=O 1-Benzyl-8-methyl-3-phenyl-1H-2,1-benzothiazin-4(3H)-on-2,2-dioxid